BrC=1C=C(C2=C(OCCN2)C1)N 7-Bromo-3,4-dihydro-2H-benzo[b][1,4]oxazin-5-amine